5-cyclopropyl-N-((1,6-dimethyl-1H-benzimidazol-7-yl)methyl)thiophene-3-carboxamide C1(CC1)C1=CC(=CS1)C(=O)NCC1=C(C=CC2=C1N(C=N2)C)C